tert-butyl (S)-3-(2-phenylacetamido)pyrrolidine-1-carboxylate C1(=CC=CC=C1)CC(=O)N[C@@H]1CN(CC1)C(=O)OC(C)(C)C